OC=1C=C(C(=O)O[C@H]2[C@H](OC=3C(C2)=C(C=C(C3)O)O)C3=CC(=C(C=C3)O)O)C=C(C1O)O (2R,3R)-2-(3,4-dihydroxyphenyl)-3,4-dihydro-1(2H)-benzopyran-3,5,7-triol 3-(3,4,5-trihydroxy benzoate)